4-((2S,5R)-2,5-diethyl-4-((4-fluorophenyl)(5-(trifluoromethyl)pyridin-2-yl)methyl)piperazin-1-yl)-1-methyl-2-oxo-1,2-dihydropyrido[3,2-d]pyrimidine-6-carbonitrile C(C)[C@@H]1N(C[C@H](N(C1)C(C1=NC=C(C=C1)C(F)(F)F)C1=CC=C(C=C1)F)CC)C=1C2=C(N(C(N1)=O)C)C=CC(=N2)C#N